heptadecan-9-yl (Z)-8-((2-methyl-2-((1-methylpiperidin-4-yl)methyl)-5-((octadec-9-en-1-yloxy)methyl)-1,3-dioxolan-4-yl)methoxy)octanoate CC1(OC(C(O1)COCCCCCCCC(=O)OC(CCCCCCCC)CCCCCCCC)COCCCCCCCC\C=C/CCCCCCCC)CC1CCN(CC1)C